6-bromo-N-[6-(cyanomethyl)-5-fluoro-2-methoxy-3-pyridyl]pyrazolo[1,5-a]pyridine-3-sulfonamide BrC=1C=CC=2N(C1)N=CC2S(=O)(=O)NC=2C(=NC(=C(C2)F)CC#N)OC